N-methyl-5-(4-(trifluoromethyl)phenyl)-5,6,6a,7,9,10-hexahydro-8H-pyrazino[1,2-a]pyrido[3,2-e]pyrazine-8-sulfonamide CNS(=O)(=O)N1CC2N(C3=C(N(C2)C2=CC=C(C=C2)C(F)(F)F)C=CC=N3)CC1